4-(2-bromoethyl)isoxazole BrCCC=1C=NOC1